3,4-dimethoxybenzoic acid COC=1C=C(C(=O)O)C=CC1OC